COC1=C(C(=O)C2=CC=CC=C2)C=CC(C1)(O)OC 2,4-dimethoxy-4-hydroxybenzophenone